N-(4-(2-amino-1-((3,5-dicyano-6-(4-(dimethylamino)piperidin-1-yl)-4-ethylpyridin-2-yl)thio)-2-oxoethyl)-3-methylphenyl)acrylamide NC(C(SC1=NC(=C(C(=C1C#N)CC)C#N)N1CCC(CC1)N(C)C)C1=C(C=C(C=C1)NC(C=C)=O)C)=O